methyl (5R)-2-amino-5-methylcyclopent-1-ene-1-carboxylate NC1=C([C@@H](CC1)C)C(=O)OC